2-(1H-imidazol-1-yl)-5-(5-(piperidin-4-yloxy)pyrazin-2-yl)pyridin-4-ol N1(C=NC=C1)C1=NC=C(C(=C1)O)C1=NC=C(N=C1)OC1CCNCC1